2H-benzo[d][1,3]oxathiole 3,3-dioxide O1CS(C2=C1C=CC=C2)(=O)=O